C1(CC1)NC(=S)NC(C(C1=NC=CC(=C1)C(F)(F)F)C=1C(=NC=CC1)F)=O N-(cyclopropylaminothiocarbonyl)-2-(2-fluoropyridin-3-yl)-2-(4-(trifluoromethyl)pyridine-2-yl)acetamide